ClC1=CC=C(C=C1)CCCC=O 4-(4-chlorophenyl)butanal